COC=1C=C(CN2CC(C2)S(=O)(=O)N2C3=C(OCC2)C(=CN=C3)C3=CC=C(C#N)C=C3)C=CC1 4-(4-((1-(3-methoxybenzyl)azetidin-3-yl)sulfonyl)-3,4-dihydro-2H-pyrido[4,3-b][1,4]oxazin-8-yl)-benzonitrile